FC=1C=C(C=C(C1)F)CC=1C=C2C(=NNC2=CC1)NC(C1=C(C=C(C=C1)F)NC1CCN(CC1)C(CCC(=O)N1CCN(CC1)C1=CC=C(C=C1)NC1C(NC(CC1)=O)=O)=O)=O N-[5-[(3,5-difluorophenyl)methyl]-1H-indazol-3-yl]-2-[[1-[4-[4-[4-[(2,6-dioxo-3-piperidyl)amino]phenyl]piperazin-1-yl]-4-oxo-butanoyl]-4-piperidyl]amino]-4-fluoro-benzamide